NC1=CC=C(C=C1)S(=O)(=O)C1N(N=CC12CCCC2)C(=O)N (4-aminobenzenesulfonyl)-2,3-diazaspiro[4.4]non-3-ene-2-carboxamide